(Z,2E)-5-[1-(4-chlorophenyl)pyrazol-3-yl]oxy-2-methoxyimino-N,3-dimethylpent-3-enamine ClC1=CC=C(C=C1)N1N=C(C=C1)OC\C=C(/C(/CNC)=N\OC)\C